CNCC(=O)[O-] Methyl-glycinate